C1N(CCC2=CC=CC=C12)C[C@H](CN1C(C2=CC=C(C=C2CC1)N1CC(C1)CO)=O)O 2-[(2R)-3-(3,4-dihydro-1H-isoquinolin-2-yl)-2-hydroxy-propyl]-6-[3-(hydroxymethyl)azetidin-1-yl]-3,4-dihydroisoquinolin-1-one